C(C=C)(=O)OCC1=CC=CC2=CC=CC=C12 1-Naphthylmethyl acrylate